α-methyl-4-(1-methylethyl)benzene-acetaldehyde CC(C=O)C1=CC=C(C=C1)C(C)C